(1S,2S,4R,5R,6S,7S)-N-(3,4-dichlorophenyl)-7-(pyrimidin-5-yl)-8-oxatricyclo[3.2.1.02,4]octane-6-carboxamide ClC=1C=C(C=CC1Cl)NC(=O)[C@@H]1[C@H]2[C@@H]3C[C@@H]3[C@@H]([C@@H]1C=1C=NC=NC1)O2